5-(1-cyano-1-methyl-ethoxy)-3-[(R)-ethylsulfinyl]pyridine-2-carbonitrile C(#N)C(C)(OC=1C=C(C(=NC1)C#N)[S@](=O)CC)C